1-azabicyclo[2.2.2]oct-2-ene-3-carboxamide N12C=C(C(CC1)CC2)C(=O)N